3-[6-[3-[4-[(3R,5R)-5-[(5-bromo-1-methyl-6-oxo-pyridazin-4-yl)amino]-1-methyl-3-piperidyl]benzoyl]-3,9-diazaspiro[5.5]undecan-9-yl]-3-pyridyl]piperidine-2,6-dione BrC1=C(C=NN(C1=O)C)N[C@@H]1C[C@@H](CN(C1)C)C1=CC=C(C(=O)N2CCC3(CC2)CCN(CC3)C3=CC=C(C=N3)C3C(NC(CC3)=O)=O)C=C1